(S)-2-(1-(Bicyclo[1.1.1]pentan-1-yl)-3-methyl-4-oxo-1,4-dihydro-5H-pyrazolo[3,4-d]pyridazin-5-yl)-N-(1-(4-(trifluoromethyl)phenyl)ethyl)acetamid C12(CC(C1)C2)N2N=C(C1=C2C=NN(C1=O)CC(=O)N[C@@H](C)C1=CC=C(C=C1)C(F)(F)F)C